1-((2R,4S)-2-(aminomethyl)-4-(3-isopropoxy-4-methoxyphenyl)pyrrolidin-1-yl)ethanone hydrochloride Cl.NC[C@@H]1N(C[C@@H](C1)C1=CC(=C(C=C1)OC)OC(C)C)C(C)=O